CN1C(C(=C(C=C1C)[O-])NC(N[C@@H](CC(=O)[O-])C1=CC(=CC=C1)CC1=C(C=CC=C1)C)=O)=O.[Na+].[Na+] Natrium (S)-3-(3-(1,6-Dimethyl-4-oxido-2-oxo-1,2-Dihydropyridin-3-yl)ureido)-3-(3-(2-Methylbenzyl)phenyl)propanoat